3-(methoxydimethyl-silyl)propanethiol CO[Si](CCCS)(C)C